CN1CC(C1)(C)[C@@](C=1C=C(C=NC1)C=1N=C(N(N1)C(C)C)C(C)(C)O)(C1=CC=C(C=C1)C(C)C)O 2-(5-{5-[(R)-(1,3-dimethyl-azetidin-3-yl)-hydroxy-(4-isopropyl-phenyl)-methyl]-pyridin-3-yl}-2-isopropyl-2H-[1,2,4]triazol-3-yl)-propan-2-ol